2-(5-(cyclopropylmethyl)-2-(methoxymethyl)phenyl)-2-((R)-3-((5-(5,6,7,8-tetrahydro-1,8-naphthyridin-2-yl)pentyl)oxy)pyrrolidin-1-yl)acetic acid C1(CC1)CC=1C=CC(=C(C1)C(C(=O)O)N1C[C@@H](CC1)OCCCCCC1=NC=2NCCCC2C=C1)COC